tert-butyl-2-fluoro-4,5,6,8-tetrahydro-7H-thieno[2,3-c]azepine-7-carboxylate C(C)(C)(C)OC(=O)N1CC2=C(CCC1)C=C(S2)F